(S)-methyl 2-((7-bromo-5-chloro-2,3-dihydrobenzofuran-4-yl)methyl)-1-(oxetan-2-ylmethyl)-1H-benzo[d]imidazole-6-carboxylate BrC1=CC(=C(C=2CCOC21)CC2=NC1=C(N2C[C@H]2OCC2)C=C(C=C1)C(=O)OC)Cl